NC=1C=C2C(=C(C(=NC2=CC1OCC)CC)C#N)NC1=CC(=CC=C1)Cl 6-amino-4-((3-chlorophenyl)amino)-7-ethoxy-2-ethylquinoline-3-carbonitrile